C(C)N(C(=O)NCC1=CC=C(C=C1)C1=NOC(=N1)C(F)(F)F)CC 1,1-di-ethyl-3-[[4-[5-[trifluoromethyl]-1,2,4-oxadiazol-3-yl]phenyl]methyl]urea